(1S,3R)-1-(((tert-butyldimethylsilyl)oxy)methyl)-5-azaspiro[2.4]heptan-4-one [Si](C)(C)(C(C)(C)C)OC[C@H]1C[C@]12C(NCC2)=O